(5-(4-(4-cyanophenyl)-4-fluoropiperidine-1-carbonyl)-2-methylphenyl)-3-(tetrahydro-2H-pyran-4-yl)urea C(#N)C1=CC=C(C=C1)C1(CCN(CC1)C(=O)C=1C=CC(=C(C1)NC(=O)NC1CCOCC1)C)F